S1(NC(C=C1)=O)(=O)=O isothiazol-3(2H)-one 1,1-dioxide